1-Bromo-2-(methoxymethoxy)-4-(trifluoromethyl)benzene BrC1=C(C=C(C=C1)C(F)(F)F)OCOC